1,1,3,3-Tetraethoxy-1,3-bis(3-((2-phenylpropan-2-yl)thio)propyl)disiloxan C(C)O[Si](O[Si](CCCSC(C)(C)C1=CC=CC=C1)(OCC)OCC)(CCCSC(C)(C)C1=CC=CC=C1)OCC